(4aR,8aS)-6-[5-[(2-chloro-4-fluoro-phenyl)methoxy]-3,3a,4,5,6,6a-hexahydro-1H-cyclopenta[c]pyrrole-2-carbonyl]-4,4a,5,7,8,8a-hexahydropyrido[4,3-b][1,4]oxazin-3-one ClC1=C(C=CC(=C1)F)COC1CC2C(CN(C2)C(=O)N2C[C@@H]3[C@@H](OCC(N3)=O)CC2)C1